8-[(3-Methyloxetan-3-yl)methyl]-2-{[(1S)-1-(naphthalin-2-yl)ethyl]amino}pyrido[2,3-d]pyrimidin-7(8H)-on CC1(COC1)CN1C(C=CC2=C1N=C(N=C2)N[C@@H](C)C2=CC1=CC=CC=C1C=C2)=O